(1S,3R)-3-VINYLCYCLOHEXYL METHANESULFONATE CS(=O)(=O)O[C@@H]1C[C@@H](CCC1)C=C